tri(piperidinyl)-(diethylamino)phosphonium bromide [Br-].N1(CCCCC1)[P+](N(CC)CC)(N1CCCCC1)N1CCCCC1